C[C@@H]1OC2=C(C=NC1)SC=C2 (2S)-2-methyl-2,3-dihydrothieno[2,3-f][1,4]oxazepin